(2S,3S,4R,5R)-methyl 5-(6-(3-iodobenzylamino)-9H-purin-9-yl)-3,4-dihydroxytetrahydrofuran-2-carboxylate IC=1C=C(CNC2=C3N=CN(C3=NC=N2)[C@H]2[C@@H]([C@@H]([C@H](O2)C(=O)OC)O)O)C=CC1